BrC=1C=C(C(=NC1)N)C=1OC(=NN1)CC1CC1 5-bromo-3-(5-(cyclopropylmethyl)-1,3,4-oxadiazol-2-yl)-pyridin-2-amine